N-(5-(4-chloroisoquinolin-6-yl)thiazol-2-yl)-1-methylpiperidine-4-carboxamide ClC1=CN=CC2=CC=C(C=C12)C1=CN=C(S1)NC(=O)C1CCN(CC1)C